7-(isopropylamino)-4-(4-methoxybenzyl)-6-(1-((trifluoromethyl)sulfonyl)-1,5,6,7,8,9-Hexahydroimidazo[4',5':4,5]benzo[1,2-d]azepin-2-yl)thieno[3,2-b]pyridin-5(4H)-one C(C)(C)NC=1C2=C(N(C(C1C=1N(C=3C(=CC4=C(CCNCC4)C3)N1)S(=O)(=O)C(F)(F)F)=O)CC1=CC=C(C=C1)OC)C=CS2